C(C)(C)(C)ONC(C[C@@H](C(=O)N[C@H](C(=O)NCC1=CC(=CC=C1)OC)COC)NC(CCC1=CC=CC=C1)=O)=O (S)-N4-(tert-butoxy)-N1-((S)-3-methoxy-1-((3-methoxybenzyl)amino)-1-oxopropan-2-yl)-2-(3-phenylpropanamido)succinamide